(R)-1-(2-phenoxyphenyl)-3-(4-(1-phenylpyrrolidin-2-yl)thiazol-2-yl)urea O(C1=CC=CC=C1)C1=C(C=CC=C1)NC(=O)NC=1SC=C(N1)[C@@H]1N(CCC1)C1=CC=CC=C1